COC=1C=C(CC=2N=C3C(=NC=C(C3)N)N2)C=CC1OC (3,4-Dimethoxybenzyl)imidazo[4,5-b]pyridin-6-amine